7-(2-((7-chloro-2-(2-fluoroethyl)-1,2,3,4-tetrahydroisoquinolin-6-yl)amino)-5-(trifluoromethyl)pyrimidin-4-yl)-4-methyl-3,4-dihydrothieno[2,3-f][1,4]thiazepin-5(2H)-one 1,1-dioxid ClC1=C(C=C2CCN(CC2=C1)CCF)NC1=NC=C(C(=N1)C1=CC2=C(C(N(CCS2(=O)=O)C)=O)S1)C(F)(F)F